(1,4-bis(4-phenoxybenzoyl))benzene O(C1=CC=CC=C1)C1=CC=C(C(=O)C2=CC=C(C=C2)C(C2=CC=C(C=C2)OC2=CC=CC=C2)=O)C=C1